BrC1=CN=C(S1)NC(OC(C)(C)C)=O tert-butyl (5-bromothiazol-2-yl)carbamate